C1(=CC=CC=C1)NC1=CC=C(C=C1)C1=CC(=CC2=CC=CC=C12)C1=CC=CC=C1 N-phenyl-4-(3-phenylnaphthalen-1-yl)aniline